FC1=C(C=C(OC[C@H]2N(CC2)C(=O)OC(C)(C)C)C=C1)C(=O)OC tert-butyl (s)-2-((4-fluoro-3-(methoxy carbonyl)phenoxy)methyl)azetidine-1-carboxylate